C1=CC(=CC2=CC(=CC=C12)C(=O)[O-])C(=O)[O-].[Na+].[Na+] sodium 3,6-naphthalenedicarboxylate